tertbutyl 4-[5-(ethoxycarbonyl)-1,3-oxazol-2-yl]piperazine-1-carboxylate C(C)OC(=O)C1=CN=C(O1)N1CCN(CC1)C(=O)OC(C)(C)C